S1C=NC2=C1C=CC(=C2)CNC2=C(C=CC=C2C=2N=CN(C2)C)S(=O)(=O)NC (1,3-benzothiazol-5-ylmethylamino)-N-methyl-3-(1-methylimidazol-4-yl)benzenesulfonamide